NC=1SC=2C(NC=3C(=CC(=C(C3C2N1)C1=CC=C(C=C1)[C@H](CN)C)O)C)=O (R)-2-amino-9-(4-(1-aminopropan-2-yl)phenyl)-8-hydroxy-6-methylthiazolo[5,4-c]quinolin-4(5H)-one